FC=1C=C(C=C(C1)F)C1OCC2N1C(C1(C2)CCN(CC1)C1=CC=NC=2N1N=CC2F)=O 3'-(3,5-difluorophenyl)-1-(3-fluoropyrazolo[1,5-a]pyrimidin-7-yl)dihydro-1'H,3'H,5'H-spiro[piperidine-4,6'-pyrrolo[1,2-c][1,3]oxazol]-5'-one